C(C)(C)(C)OC(N(C)C=1C=C(C=C2C3=C(NC12)N=CC(=C3Cl)I)F)=O N-(4-chloro-6-fluoro-3-iodo-9H-pyrido[2,3-b]indol-8-yl)-N-methyl-carbamic acid tert-butyl ester